C(CCCCCCCCCCC)(=O)[O-].C(CCCCCCCCCCC)(=O)[O-].C(CCCCCCCCCCCCCCCCC)[Sn+2]CCCCCCCCCCCCCCCCCC distearyl-tin dilaurate